[Se](=S)=S Selenium disulfide